3,11-dimethyldinaphtho[2,1-b:1',2'-d]furan CC1=CC=2C=CC=3OC4=C(C3C2C=C1)C1=CC=C(C=C1C=C4)C